ClC1=NC2=CC(=C(C=C2C=C1)F)C 2-chloro-6-fluoro-7-methylquinoline